N-(6-(benzo[d]oxazol-5-yl)-1-(4-cyanophenyl)-1H-pyrazolo[3,4-d]pyrimidin-4-yl)-5-nitrothiophene-2-carboxamide O1C=NC2=C1C=CC(=C2)C2=NC(=C1C(=N2)N(N=C1)C1=CC=C(C=C1)C#N)NC(=O)C=1SC(=CC1)[N+](=O)[O-]